(R)-1-(1-((3-(5-ethyl-4-oxo-7-propyl-4,5-dihydro-3H-pyrrolo[3,2-d]pyrimidin-2-yl)-4-propoxyphenyl)sulfonyl)piperidin-4-yl)ethane-1,2-diyl dinitrate [N+](=O)(O[C@@H](CO[N+](=O)[O-])C1CCN(CC1)S(=O)(=O)C1=CC(=C(C=C1)OCCC)C=1NC(C2=C(N1)C(=CN2CC)CCC)=O)[O-]